2-Methyl-2,4-pentanediol CC(C)(CC(C)O)O